CC1CCN(CC1)C1C[C@H]2CC[C@@H](C1)N2C(=O)[O-] (1R,3s,5S)-3-(4-methylpiperidin-1-yl)-8-azabicyclo[3.2.1]octane-8-carboxylate